C1(CCCC1)C=1C=C(C(=NC1)NC(C1=C(C=C(C(=C1)[N+](=O)[O-])CN(C)C)SC1=NN=NN1C)=O)F N-(5-cyclopentyl-3-fluoro-2-pyridyl)-4-[(dimethylamino)methyl]-2-(1-methyltetrazol-5-yl)sulfanyl-5-nitro-benzamide